[(Z)-[amino(p-tolyl)methylene]amino] 3,3,3-trifluoro-2-methyl-propanoate FC(C(C(=O)O\N=C(\C1=CC=C(C=C1)C)/N)C)(F)F